tert-butyl 2-propynylcarbamate C(C#C)NC(OC(C)(C)C)=O